C1(=C(C=CC=C1)C1=CC=C(S1)S(=O)(=O)N)C 5-(o-tolyl)thiophene-2-sulfonamide